N1C=C(C2=CC=CC=C12)CCN(C)CC1=C(C=CC=C1)O (((2-(1H-indol-3-yl)ethyl)(methyl)amino)methyl)phenol